NC=1C2=C(N(C(N1)=O)[C@H]1COCCCC1)N=C(C=C2)C2CC2 (R)-4-amino-7-cyclopropyl-1-(oxepan-3-yl)pyrido[2,3-d]pyrimidin-2(1H)-one